4-(benzyloxy)-3-((tert-butoxycarbonyl)amino)-4-oxobutanoic acid C(C1=CC=CC=C1)OC(C(CC(=O)O)NC(=O)OC(C)(C)C)=O